C(C)[C@H]1COC2=C(CN1CC1=CC=C(C=C1)OC)C=CC(=C2)C(=O)OC Methyl (S)-3-ethyl-4-(4-methoxybenzyl)-2,3,4,5-tetrahydrobenzo[f][1,4]oxazepine-8-carboxylate